5-chloro-2-cyclopropyl-6-fluoro-furo[3,2-b]pyridine ClC1=C(C=C2C(=N1)C=C(O2)C2CC2)F